(Z)-7-fluoro-4-methyl-3-((2-methyl-1H-imidazol-5-yl)methylene)-5-(8-methyl-2,3-dihydro-1H-pyrido[2,3-b][1,4]oxazin-7-yl)indolin-2-one FC=1C=C(C(=C2/C(/C(NC12)=O)=C/C1=CN=C(N1)C)C)C1=C(C2=C(OCCN2)N=C1)C